N1(CCC1)C(=O)NCC1=CC=C(C=C1)NC(OCC1=CC=C(C=C1)Cl)=O 4-chlorobenzyl (4-((azetidine-1-carboxamido)meth-yl)phenyl)carbamate